O1COC2=C1C=CC(=C2)OCC(=O)NC(NC2=C(C=CC=C2)F)=O (1s)-2-(benzo[d][1,3]dioxol-5-yloxy)-N-((2-fluorophenyl)carbamoyl)acetamide